(5-amino-1-{6-[(2,6-difluorophenyl)oxy]-4-methylpyridin-3-yl}pyrazol-4-yl)[6-(3,4,5,6-tetrahydro-2H-pyran-4-ylmethyl)-5,6,7,8-tetrahydro-1H-pyrrolo[2,3-g]isoquinolin-2-yl]methanone NC1=C(C=NN1C=1C=NC(=CC1C)OC1=C(C=CC=C1F)F)C(=O)C1=CC=2C(=CC=3CCN(CC3C2)CC2CCOCC2)N1